tert-butyl 5-{[2-(4-isopropylphenyl)imidazo[1,2-a]pyrimidin-3-yl]methyl}-2,5-diazabicyclo-[2.2.2]octane-2-carboxylate C(C)(C)C1=CC=C(C=C1)C=1N=C2N(C=CC=N2)C1CN1C2CN(C(C1)CC2)C(=O)OC(C)(C)C